C(C)(C)(C)N(C(O)=O)CCCCCN1C/C(/C(CC1)C(=O)C=1NC2=CC=CC=C2C1)=C/C.CN1N=CC2=CC(=CC=C12)C=1C=C(C(=O)NC=2N(C=C(N2)CCCCCCN2CCOCC2)C2=CC=CC=C2)C=CC1 3-(1-methyl-1H-indazol-5-yl)-N-(4-(6-morpholinylhexyl)-1-phenyl-1H-imidazol-2-yl)benzamide tert-butyl-{5-[(3E)-3-ethylidene-4-(1H-indol-2-ylcarbonyl)piperidin-1-yl]pentyl}carbamate